10-(2',4',5'-tris(3-methyl-3H-imidazo[4,5-b]pyridin-2-yl)-[1,1'-biphenyl]-4-yl)-10H-phenoxazine CN1C(=NC=2C1=NC=CC2)C2=C(C=C(C(=C2)C2=NC=1C(=NC=CC1)N2C)C2=NC=1C(=NC=CC1)N2C)C2=CC=C(C=C2)N2C1=CC=CC=C1OC=1C=CC=CC21